OC(=O)C(F)(F)F.FC1=CC=C(C=C1)[C@H]1[C@@H](C1)NCC1CCN(CC1)C(/C=C/C1=CC=C(C(=O)NO)C=C1)=O 4-((E)-3-(4-((((1R,2S)-2-(4-fluorophenyl)cyclopropyl)amino)methyl)piperidin-1-yl)-3-oxoprop-1-en-1-yl)-N-hydroxybenzamide TFA Salt